(2-trityl-1,2,3,4-tetrahydroisoquinolin-6-yl)methanol tert-butyl-2-((3-methoxy-4-nitrophenoxy)methyl)-7-azaspiro[3.5]nonane-7-carboxylate C(C)(C)(C)C1C(CC12CCN(CC2)C(=O)OCC=2C=C1CCN(CC1=CC2)C(C2=CC=CC=C2)(C2=CC=CC=C2)C2=CC=CC=C2)COC2=CC(=C(C=C2)[N+](=O)[O-])OC